N-(5-aminonaphthalen-1-yl)-2-oxo-6-(trifluoromethyl)-1,2-dihydropyridine-3-carboxamide NC1=C2C=CC=C(C2=CC=C1)NC(=O)C=1C(NC(=CC1)C(F)(F)F)=O